6-formylimidazo[1,2-a]pyridine-8-carboxamide C(=O)C=1C=C(C=2N(C1)C=CN2)C(=O)N